C(C)N1CC2N(CC1)CCN(C2)CC 2,8-diethyl-octahydro-2H-pyrazino[1,2-a]pyrazin